4-(((1-((R)-5-Chloro-2,3-dihydro-1H-inden-1-yl)-1H-1,2,3-triazol-4-yl)methyl)amino)-2-(2,6-dioxopiperidin-3-yl)isoindoline-1,3-dione ClC=1C=C2CC[C@H](C2=CC1)N1N=NC(=C1)CNC1=C2C(N(C(C2=CC=C1)=O)C1C(NC(CC1)=O)=O)=O